C(C1=CC=CC=C1)N1C(CN(CC1)CC(=O)NC(CC(=O)O)C(COC1=C(C(=CC(=C1F)F)F)F)=O)=O 3-(2-(4-Benzyl-3-oxopiperazin-1-yl)acetamido)-4-oxo-5-(2,3,5,6-tetrafluorophenoxy)pentanoic Acid